NCC1N(C(C2=CC=C(C=C12)Br)=O)CC1=C(C=C(C=C1)OC)OC 3-(aminomethyl)-5-bromo-2-(2,4-dimethoxybenzyl)isoindolin-1-one